CS(=O)(=O)OCC[C@@H](NC(=O)C=1SC2=NC=3CC[C@@H](CC3C=C2N1)C(C)(C)C)C1=CC=C(C=C1)Br (R)-3-(4-bromophenyl)-3-((S)-7-(tert-butyl)-5,6,7,8-tetrahydrothiazolo[5,4-b]quinoline-2-carboxamido)propyl methanesulfonate